FC=1C(N=CC1C1=C(C=CC=C1)C1=C2C(=NC(=C1)N1C(COCC1)C)N(N=C2)C2N(NC=C2)COCC[Si](C)(C)C)=O 3-fluoro-4-(6-(3-methylmorpholine-yl)-1-(2-(2-(trimethylsilyl)ethoxymethyl)-1H-pyrazol-3-yl)-1H-pyrazolo[3,4-b]pyridin-4-ylphenyl)-pyrrol-2-one